amino-5'-benzoyl-7-chloro-6'-methyl-2-oxospiro[indoline-3,4'-pyran]-3'-carbonitrile NC=1OC(=C(C2(C1C#N)C(NC1=C(C=CC=C12)Cl)=O)C(C1=CC=CC=C1)=O)C